1-(2,6-bis(3-bromophenyl)pyridin-4-yl)-N1,N2,N2-Trimethyl-1,2-ethanediamine BrC=1C=C(C=CC1)C1=NC(=CC(=C1)C(CN(C)C)NC)C1=CC(=CC=C1)Br